NCC=1C=C2C=C(N(C2=CC1)CCCS(=O)(=O)C)CN1C(N(C2=C1C=C(C=C2F)F)CC(F)(F)F)=O 1-((5-(Aminomethyl)-1-(3-(methylsulfonyl)propyl)-1H-indol-2-yl)methyl)-4,6-difluoro-3-(2,2,2-trifluoroethyl)-1,3-dihydro-2H-benzo[d]imidazol-2-one